NC=1SC2=C(C1C#N)C(=C(C=C2)F)C=2C1=C(C=3C(=NC(=NC3C2F)OCCN2CCOCC2)N2C3CN(CC2CC3)CCCO)COC1 2-Amino-5-fluoro-4-[5-fluoro-1-[3-(3-hydroxypropyl)-3,8-diazabicyclo[3.2.1]octan-8-yl]-3-(2-morpholinoethoxy)-7,9-dihydrofuro[3,4-f]quinazolin-6-yl]benzothiophene-3-carbonitrile